CC1=CC(=NC=C1[N+](=O)[O-])N1C[C@@H](CCC1)NC1=NC=NC(=C1)N1CCOCC1 (R)-N-(1-(4-methyl-5-nitropyridin-2-yl)piperidin-3-yl)-6-morpholinopyrimidin-4-amine